methyl 1H-pyrrolo[2,3-c]pyridine-7-carboxylate N1C=CC=2C1=C(N=CC2)C(=O)OC